CS(=O)(=O)OCCC1=C2C=CN(C2=CC(=C1OC1=CC(=C(C=C1)F)C#N)F)S(=O)(=O)C1=CC=C(C)C=C1 2-(5-(3-cyano-4-fluorophenoxy)-6-fluoro-1-tosyl-1H-indol-4-yl)ethyl methanesulfonate